(R)-(3-(6-(6-(2-(ethyl(isopropyl)carbamoyl)-4-fluorophenoxy)-1,2,4-triazin-5-yl)-2,6-diazaspiro[3.4]octan-2-yl)-4-methylpentyl)carbamate C(C)N(C(=O)C1=C(OC2=C(N=CN=N2)N2CC3(CN(C3)[C@H](CCNC([O-])=O)C(C)C)CC2)C=CC(=C1)F)C(C)C